CC1=C(C=C(C(=O)O)C=C1)B1OC(C(O1)(C)C)(C)C 4-methyl-3-(4,4,5,5-tetramethyl-1,3,2-dioxaborolan-2-yl)benzoic acid